1-(6-(2-hydroxyphenyl)pyridazin-4-yl)-4-(5-isopropylisoxazol-3-yl)piperidine-4-carbonitrile OC1=C(C=CC=C1)C1=CC(=CN=N1)N1CCC(CC1)(C#N)C1=NOC(=C1)C(C)C